C[C@]1(C[C@]2(CN(C(O2)=O)C2=CC(=NO2)C2=CC=CC=C2)CCC1)CN1C=NC2=C1C=C(C=C2)C#N 1-{[(5s,7s)-7-methyl-2-oxo-3-(3-phenyl-5-isoxazolyl)-1-oxa-3-azaspiro[4.5]decan-7-yl]methyl}-1H-benzimidazole-6-carbonitrile